N-(1-methyl-3-(((2R,3R)-2-methyloxetan-3-yl)oxy)-1H-pyrazol-4-yl)formamide CN1N=C(C(=C1)NC=O)O[C@H]1[C@H](OC1)C